6-(4-(2-(((4-fluoro-1-methyl-6,7-dihydro-5H-cyclopenta[c]pyridin-6-yl)methyl)amino)ethyl)-2-oxopyrrolidin-1-yl)-4-(4-methoxybenzyl)-2H-pyrido[3,2-b][1,4]oxazin-3(4H)-one FC=1C2=C(C(=NC1)C)CC(C2)CNCCC2CC(N(C2)C=2C=CC=1OCC(N(C1N2)CC2=CC=C(C=C2)OC)=O)=O